NC=1C(=NC(=C(N1)F)C1=CC=C(C=C1)N1CCN(CC1)C(C)C)C1=CC(=C2C(NC(=NC2=C1)C)=O)F 7-(3-amino-5-fluoro-6-(4-(4-isopropylpiperazin-1-yl)phenyl)pyrazin-2-yl)-5-fluoro-2-methylquinazolin-4(3H)-one